3-[4-(4-Aminopiperidin-1-yl)-3-(3,5-difluorophenyl)cinnolin-6-yl]-2-hydroxybenzonitril NC1CCN(CC1)C1=C(N=NC2=CC=C(C=C12)C=1C(=C(C#N)C=CC1)O)C1=CC(=CC(=C1)F)F